[Te].CN(C(S)=S)N1CCNCC1 methyl-N-piperazinyl-dithiocarbamic acid tellurium